C(=O)(O)C1CCN(CC1)C(=O)NCCCC(CCCC(CCCCC(CCCC(CCC)C)C)C)C 1-[4-carboxypiperidinamido](2E,4E,6E,8E,10E,12E,14E,16Z,18E)-4,8,13,17-tetramethyleicosane